C(C=C)C=1C=C(C(=C(C1)F)F)OC[2H] 5-allyl-1,2-difluoro-3-(methoxy-d1)benzene